FC(O[Sn](C=C)(OC(F)(F)F)OC(F)(F)F)(F)F tris(trifluoromethoxy)(vinyl)stannane